O1C(CC1)CN1C=NC2=C1C=C(S2)C(=O)O.CC2(COC2)C 3,3-dimethyl-oxetane 1-(oxetan-2-ylmethyl)-1H-thieno[2,3-d]imidazole-5-carboxylate